3-({[(1R)-7-fluoro-6-methoxy-1,2,3,4-tetrahydronaphthalen-1-yl]methyl}amino)pyridine-4-carboxylic acid FC1=C(C=C2CCC[C@H](C2=C1)CNC=1C=NC=CC1C(=O)O)OC